BrC1=C(C=C(S1)C1=CC(=C(C2=NSN=C21)C=2SC(=CC2)Br)Cl)CCCCCCCCCCCC 7-(5-bromo-4-dodecyl-thiophen-2-yl)-4-(5-bromo-thiophen-2-yl)-5-chloro-benzo[1,2,5]-thiadiazole